(2S,5R)-6-hydroxy-7-oxo-N-((4-(trifluoromethyl)phenyl)sulfonyl)-1,6-diazabicyclo[3.2.1]octane-2-carboximidamide ON1[C@@H]2CC[C@H](N(C1=O)C2)C(NS(=O)(=O)C2=CC=C(C=C2)C(F)(F)F)=N